methyl (6-methyldibenzo[b,d]furan-2-carbonyl)glycyl-L-prolinate CC1=CC=CC=2C3=C(OC21)C=CC(=C3)C(=O)NCC(=O)N3[C@@H](CCC3)C(=O)OC